1-[(3,5-difluoro-4-piperazin-1-yl-phenyl)methyl]hexahydropyrimidine-2,4-dione FC=1C=C(C=C(C1N1CCNCC1)F)CN1C(NC(CC1)=O)=O